CC=1NC(=CC1[SiH2]CC[SiH3])C 1-(2,5-dimethylpyrrolyl)-1,4-disilabutane